O=C1C(=CC(C2=CC=CC=C12)=O)N[C@@H](C(=O)NC1=CC=C(C=C1)Cl)CC1=CC=CC=C1 (R)-2-((1,4-dioxo-1,4-dihydronaphthalen-2-yl)amino)-3-phenyl-N-(4-chlorophenyl)-propionamide